7-(((1-methylcyclobutyl)amino)methyl)-[1,2,4]triazolo[1,5-a]pyridine-5-carboxylic acid CC1(CCC1)NCC1=CC=2N(C(=C1)C(=O)O)N=CN2